1-(3-bicyclo[3.1.0]hexan-yl)-3-iodo-pyrazolo[3,4-d]pyrimidin-4-amine C12CC(CC2C1)N1N=C(C=2C1=NC=NC2N)I